CC1=C(C=NC(=C1)OC=1N=NC=CC1)N C4-methyl-6-(pyridazin-3-yloxy)pyridin-3-amine